NCCCCC1=CC=CC=2N(C(N(C21)C)=O)C2C(NC(CC2)=O)=O 3-[4-(4-aminobutyl)-3-methyl-2-oxo-1,3-benzodiazol-1-yl]piperidine-2,6-dione